NCC(=O)N1CCN(CC1)C(C1=C(C=C(C=C1)NC=1C=2N(C=CN1)C(=CN2)C=2C(=NN(C2)CC(F)F)C(F)F)CC)=O 2-amino-1-(4-(4-((3-(1-(2,2-difluoroethyl)-3-(difluoromethyl)-1H-pyrazol-4-yl)imidazo[1,2-a]pyrazin-8-yl)amino)-2-ethylbenzoyl)piperazin-1-yl)ethan-1-one